(2-hydroxyphenyl)-4-methylbenzamide OC1=C(C=CC=C1)C1=C(C(=O)N)C=CC(=C1)C